C(#N)C=1C(=C(C2=CC=CC=C2C1)C)CCNC(OC(C)(C)C)=O Tert-butyl (2-(3-cyano-1-methylnaphthalen-2-yl)ethyl)carbamate